(R)-1-(5-(6-chloro-3-(1H-imidazol-1-yl)-5-methoxy-1-methyl-1H-pyrrolo[3,2-b]pyridin-2-yl)-4H-1,2,4-triazol-3-yl)-N,N-dimethylethan-1-amine ClC=1C=C2C(=NC1OC)C(=C(N2C)C=2NC(=NN2)[C@@H](C)N(C)C)N2C=NC=C2